7-methyl-2-(methylthio)-9-(3-oxocyclobutyl)-7,9-dihydro-8H-purin-8-one CN1C(N(C2=NC(=NC=C12)SC)C1CC(C1)=O)=O